N-(3-chloropyridin-4-yl)-3-nitropyridin-2-amine ClC=1C=NC=CC1NC1=NC=CC=C1[N+](=O)[O-]